2,4-dimethyl-N-((6-methyl-4-(methylthio)-2-oxo-1,2-dihydropyridin-3-yl)methyl)-2-(piperidin-4-yl)-7-(6-thiomorpholinopyridin-3-yl)benzo[d][1,3]dioxole-5-carboxamide hydrochloride salt Cl.CC1(OC2=C(O1)C(=CC(=C2C)C(=O)NCC=2C(NC(=CC2SC)C)=O)C=2C=NC(=CC2)N2CCSCC2)C2CCNCC2